COC1=CC=C2CCCC(C2=C1)C 7-methoxy-1-methyl-1,2,3,4-tetrahydronaphthalene